3-(bromomethyl)-4-methylpiperidine-1-carboxylic acid tert-butyl ester C(C)(C)(C)OC(=O)N1CC(C(CC1)C)CBr